1-((3S,5R,8R,9S,10S,13R,14S,17R)-14-hydroxy-10,13-dimethyl-17-(2-oxo-2H-pyran-5-yl)hexadecahydro-1H-cyclopenta[a]phenanthren-3-yl)-3-(2-(3-oxopiperazin-1-yl)ethyl)urea O[C@]12[C@@H]3CC[C@@H]4C[C@H](CC[C@@]4([C@H]3CC[C@@]2([C@H](CC1)C=1C=CC(OC1)=O)C)C)NC(=O)NCCN1CC(NCC1)=O